thionyl diacetate C(C)(=O)OS(=O)OC(C)=O